C(C)(C)(C)C1=NN(C(=C1)N1C(N(C(C1=O)(C)C)CC1=CC(=NC=C1)N[C@@H]1COCC1)=O)C (S)-3-(3-(tert-butyl)-1-methyl-1H-pyrazol-5-yl)-5,5-dimethyl-1-((2-((tetrahydrofuran-3-yl)amino)pyridin-4-yl)methyl)imidazolidine-2,4-dione